4-(4-{[2-(4-Chlorophenyl)-4,4-dimethylcyclohex-1-en-1-yl]methyl}piperazin-1-yl)-N-({4-[(2-methoxyethyl)amino]-3-nitrophenyl}sulfonyl)-2-(1H-pyrrolo[2,3-b]pyridin-5-yloxy)benzamid ClC1=CC=C(C=C1)C1=C(CCC(C1)(C)C)CN1CCN(CC1)C1=CC(=C(C(=O)NS(=O)(=O)C2=CC(=C(C=C2)NCCOC)[N+](=O)[O-])C=C1)OC=1C=C2C(=NC1)NC=C2